4-phenyl-7-[(5-piperazin-1-yl-2-pyridyl)amino]-2,3-dihydropyrrolo[3,4-c]pyridin-1-one C1(=CC=CC=C1)C1=NC=C(C2=C1CNC2=O)NC2=NC=C(C=C2)N2CCNCC2